C(CCCCCCCCCCCC)N(CCO)C 2-(tridecylmethylamino)ethanol